BrC=1C=NC=2N(C1)C=NC2 3-bromoimidazo[1,5-a]pyrimidine